[Fe](Cl)Cl.CC1=C(C(=CC(=C1)C)C)N=C(C)C1=NC(=CC=C1)C(C)=NC1=C(C=CC=C1C)Br 2-[1-(2,4,6-trimethylphenylimino)ethyl]-6-[1-(2-bromo-6-methylphenylimino)ethyl]pyridine iron dichloride